2-fluorobenzyl (1-(2-cyanopyrimidin-4-yl)cyclohexyl)carbamate C(#N)C1=NC=CC(=N1)C1(CCCCC1)NC(OCC1=C(C=CC=C1)F)=O